FC1S(OCC=C1)(=O)=O 3-fluoro-3,6-dihydrooxathiine 2,2-dioxide